OC1(CNCC1)C(F)(F)F 3-hydroxy-3-(trifluoromethyl)pyrrolidine